CC1(CN(CCN1C=1C=NC(=CC1)[N+](=O)[O-])C(=O)OCCCC)C Butyl 3,3-Dimethyl-4-(6-nitropyridin-3-yl)piperazine-1-carboxylate